N-[(1R)-1-(2'-chloro-6'-fluoro-3'-methylbiphenyl-3-yl)ethyl]-6,7-dimethoxy-2-methylquinazolin-4-amine ClC1=C(C(=CC=C1C)F)C1=CC(=CC=C1)[C@@H](C)NC1=NC(=NC2=CC(=C(C=C12)OC)OC)C